ClC1=NC(=CC=C1C1=CC=CC=C1C#N)C(F)(F)F 2-chloro-6-(trifluoromethyl)pyridine-3-benzonitrile